(5-((diethylamino)methyl)-2-furyl)methanol sulfate S(=O)(=O)(O)OCC=1OC(=CC1)CN(CC)CC